2-(4'-((5-cyclopropyl-3-(2,6-dichlorophenyl)isoxazol-4-yl)methoxy)-[1,1'-biphenyl]-3-yl)acetic acid C1(CC1)C1=C(C(=NO1)C1=C(C=CC=C1Cl)Cl)COC1=CC=C(C=C1)C1=CC(=CC=C1)CC(=O)O